C12(CCCC1)COC1=C2C=CC(=C1)CC(=O)N[C@@H](CC1=COC2=C1C=CC=C2)B(O)O (R)-1-(2-(2H-spiro[benzofuran-3,1'-cyclopentane]-6-yl)acetamido)-2-(benzofuran-3-yl)ethylboronic acid